4-(5-bromo-2-hydroxyphenyl)-6-(2,6-dimethylphenyl)-3-(4-nitrophenyl)1-phenyl-5,6-dihydro-1H-pyrrolo[3,4-b]pyridine-2,7-dione BrC=1C=CC(=C(C1)C=1C2=C(N(C(C1C1=CC=C(C=C1)[N+](=O)[O-])=O)C1=CC=CC=C1)C(N(C2)C2=C(C=CC=C2C)C)=O)O